C(C)(C)C1=C(NC2=CC=C(C=C12)CN1CCCCC1)C1=C2C(=NC=C1)NN=C2 4-(3-isopropyl-5-(piperidin-1-ylmethyl)-1H-indol-2-yl)-1H-pyrazolo[3,4-b]pyridine